4-bromo-5-[4-(4-trifluoromethyl-phenoxy)-piperidin-1-yl]-benzofuran-2-carboxylic acid BrC1=C(C=CC2=C1C=C(O2)C(=O)O)N2CCC(CC2)OC2=CC=C(C=C2)C(F)(F)F